1-(4-chlorobenzyl)-3-(hydroxyimino)-4-(4-(trifluoromethyl)phenyl)indolin ClC1=CC=C(CN2CC(C3=C(C=CC=C23)C2=CC=C(C=C2)C(F)(F)F)=NO)C=C1